2-[1-[(2,3-difluorophenyl)methyl]-5-oxopyrrolidin-2-yl]-N-[2-(2-fluorophenyl)ethyl]acetamid FC1=C(C=CC=C1F)CN1C(CCC1=O)CC(=O)NCCC1=C(C=CC=C1)F